C(C)C(CC)N1N=CC=2N=C(N=C(C21)NC(C)C=2C=CC1=C(C=C(O1)C)C2)N2CCN(CC2)C(C)=O 1-(4-{1-(1-Ethyl-propyl)-7-[1-(2-methyl-benzofuran-5-yl)-ethylamino]-1H-pyrazolo[4,3-d]pyrimidin-5-yl}-piperazin-1-yl)-ethanon